6-((3S,4R)-4-((R)-3-(3,5-difluorophenyl)isoxazolidine-2-carbonyl)-3-fluoropiperidin-1-yl)pyrimidine-4-carboxamide FC=1C=C(C=C(C1)F)[C@@H]1N(OCC1)C(=O)[C@@H]1[C@@H](CN(CC1)C1=CC(=NC=N1)C(=O)N)F